(S)-5-chloro-N-(3-bromo-2-hydroxypropyl)thiophene-2-Formamide ClC1=CC=C(S1)C(=O)NC[C@@H](CBr)O